FC=1C=C(C=CC1)N1C[C@@H](CCC1)N (R)-1-(3-fluorophenyl)piperidin-3-amine